10-[4-chloro-3-(hydroxymethyl)pyridin-2-yl]-4,4-dimethyl-1,10-diazatricyclo[6.4.0.02,6]dodeca-2(6),7-dien-9-one ClC1=C(C(=NC=C1)N1C(C2=CC=3CC(CC3N2CC1)(C)C)=O)CO